N'-(5-bromo-2-cyclopropyl-6-methyl-pyrimidin-4-yl)-4-methyl-benzenesulfonohydrazide BrC=1C(=NC(=NC1C)C1CC1)NNS(=O)(=O)C1=CC=C(C=C1)C